COC1=NC=CC=C1CN(C(C(CC)(C)C)=O)C N-((2-methoxypyridin-3-yl)methyl)-N,2,2-trimethylbutanamide